C(C)O[Si](CCCSSCCC[Si](OCC)(OCC)OCC)(OCC)OCC bis-[3-(triethoxysilyl) propyl] disulphide